2-Phenyl-3H-benzimidazole C1(=CC=CC=C1)C=1NC2=C(N1)C=CC=C2